C(CC)(=O)CC(C)=O.C(CC)(=O)CC(C)=O.[Al] aluminum bis(propionylacetone)